FC1(CN(C1)C(=O)C1=CC2=C(C=N1)C=NN2C(CC)(F)F)F (3,3-difluoroazetidin-1-yl)-[1-(1,1-difluoropropyl)pyrazolo[4,3-c]pyridin-6-yl]methanone